6-((1r,4r)-4-(2-fluoro-6-methylphenyl)cyclohexyl)-2-methyl-8-((3-(trifluoromethoxy)pyridin-2-yl)methyl)pyrido[2,3-d]pyrimidin-7(8H)-one FC1=C(C(=CC=C1)C)C1CCC(CC1)C1=CC2=C(N=C(N=C2)C)N(C1=O)CC1=NC=CC=C1OC(F)(F)F